ClC1=CC=CC=2N(C[C@@H](OC21)C)C(=S)C2=CC(=CC=C2)N2N=CN=C2 [(2S)-8-Chloro-2,3-dihydro-2-methyl-4H-1,4-benzoxazin-4-yl][3-(1H-1,2,4-triazol-1-yl)phenyl]methanethione